bromocyclobutylzinc Br[Zn]C1CCC1